3,5-dimethyl-1H-pyrazole-4-sulfonyl chloride CC1=NNC(=C1S(=O)(=O)Cl)C